OC1=CC=C(C=C1)C1=CC(=NN1)NC1=C(C=C(C=C1)N1CCN(CC1)C(C)=O)C 1-(4-(4-((5-(4-hydroxyphenyl)-1H-pyrazol-3-yl)amino)-3-methylphenyl)piperazin-1-yl)ethan-1-one